CC(C(=O)O)CCC(C=CC)C 2,5-dimethyl-6-octenoic acid